FC(C1=CC(=NC(=C1)C1=C(C=CC=C1)C=1C(=C(C=C(C1)C)C12CC3(CC(CC(C1)(C3)C)(C2)C)C)[O-])C2=C(C=CC=C2)C=2C(=C(C=C(C2)C)C23CC1(CC(CC(C2)(C1)C)(C3)C)C)[O-])(F)F.C[Hf+2]C Dimethylhafnium [2',2'''-(4-(trifluoromethyl)pyridine-2,6-diyl)bis(5-methyl-3-((3r,5r,7r)-3,5,7-trimethyladamantan-1-yl)-[1,1'-biphenyl]-2-olate)]